FC(C=1C=C(C=C(C1)C(F)(F)F)[B-](C1=CC(=CC(=C1)C(F)(F)F)C(F)(F)F)(C1=CC(=CC(=C1)C(F)(F)F)C(F)(F)F)C1=CC(=CC(=C1)C(F)(F)F)C(F)(F)F)(F)F.C(CCCCCCCCCCC)C1=C(C=CC=C1)[S+](C1=C(C=CC=C1)CCCCCCCCCCCC)C1=C(C=CC=C1)CCCCCCCCCCCC tris-(dodecyl-phenyl)-sulfonium tetrakis-(3,5-bis-trifluoromethylphenyl)-borate